C(C)[C@]1(CN2C(CO1)=C(C(=N2)C2=NC=C(C=C2)F)C2=C1C(=NC=C2)NN=C1)C (S)-6-Ethyl-2-(5-fluoropyridin-2-yl)-6-methyl-3-(1H-pyrazolo[3,4-b]pyridin-4-yl)-6,7-dihydro-4H-pyrazolo[5,1-c][1,4]oxazine